N[C@@H](C)C=1N(S(C2=C(C1)C=CC=C2Cl)(=O)=O)C2=CC=CC=C2 (S)-3-(1-aminoethyl)-8-chloro-2-phenyl-2H-benzo[e][1,2]thiazine-1,1-dioxide